Cl.ClC=1C=C(OCCCCCC2=CC=C(C=C2)NC(=O)N2CCNCC2)C=CC1 N-(4-(5-(3-chlorophenoxy)pentyl)phenyl)piperazine-1-carboxamide hydrochloride